3-methyl-1-((2-(trimethylsilyl)ethoxy)methyl)-1H-pyrrolo[2,3-b]pyridin-5-amine CC1=CN(C2=NC=C(C=C21)N)COCC[Si](C)(C)C